C(C=C)ON alloxyamine